C[C@@H]1OCC2([C@@H]1N)CCN(CC2)C2=NC1=C(C=3N2C=CN3)C(=NN1)C#CC1=C(C(=C(C=C1)F)F)F (3S,4S)-3-methyl-8-(9-((2,3,4-trifluorophenyl)ethynyl)-7H-imidazo[1,2-c]pyrazolo[4,3-e]pyrimidin-5-yl)-2-oxa-8-azaspiro[4.5]decan-4-amine